2-(2-((5-(1-aminoisoquinolin-5-yl)-1-(1-(carboxymethyl)pyrrolidin-3-yl)-1H-indazol-3-yl)methoxy)phenyl)acetic acid NC1=NC=CC2=C(C=CC=C12)C=1C=C2C(=NN(C2=CC1)C1CN(CC1)CC(=O)O)COC1=C(C=CC=C1)CC(=O)O